BrC1=CC(=C(C=C1F)CC(=O)NC1=C(C=C(C(=O)OC)C=C1)N[C@@H]1COC[C@@H]1C)F Methyl 4-[[2-(4-bromo-2,5-difluoro-phenyl)acetyl]amino]-3-[[(3S,4R)-4-methyltetrahydrofuran-3-yl]amino]benzoate